4-bromo-1,3-dimethyl-5-nitro-1H-pyrazole BrC=1C(=NN(C1[N+](=O)[O-])C)C